D-gluconic acid calcium salt [Ca+2].O=C([C@H](O)[C@@H](O)[C@H](O)[C@H](O)CO)[O-].O=C([C@H](O)[C@@H](O)[C@H](O)[C@H](O)CO)[O-]